ClC=1C=C(C=C(C1OCCCCl)Cl)C(C)(C)C1=CC=C(/C=N/O)C=C1 (E)-4-(2-(3,5-dichloro-4-(3-chloropropoxy)phenyl)propan-2-yl)benzaldehyde oxime